C(C1=CC=CC=C1)OC(=O)C=1NC=CC1CN(C1=CC=CC=C1)C(=O)OC(C)(C)C 3-[(N-t-Butoxycarbonylanilino)methyl]-1H-pyrrole-2-carboxylic acid benzyl ester